C(C)(C)(C)[Si](OCCOC)(OCCOC)C(C)(C)C di-tert-butyl-bis-(2-methoxyethoxy)silane